CC1=[N+](C=CC=N1)C dimethylpyrimidinium